FC(N1N=CC(=C1)C=1C=C2N(N=CC=C2N2CC3CCC(C2)N3C(=O)OC(C)(C)C)C1)F tert-butyl 3-(6-(1-(difluoromethyl)-1H-pyrazol-4-yl)pyrrolo[1,2-b]pyridazin-4-yl)-3,8-diazabicyclo[3.2.1]octane-8-carboxylate